C1(CC1)C=1C=CC(=C(O\C(\C(=O)OC)=C/OC)C1)C methyl (Z)-2-(5-cyclopropyl-2-methyl-phenoxy)-3-methoxy-prop-2-enoate